[I-].N1C(=CC2=CC=CC=C12)/C=C/C1=[N+](C2=CC=CC=C2C(=C1)NCCN1CCCCC1)C (E)-2-(2-(1H-indol-2-yl)vinyl)-1-methyl-4-((2-(piperidin-1-yl)ethyl)amino)quinolin-1-ium iodide